3-[2,2-difluorocyclopropyl]-1-[[6-(difluoromethyl)-2-(methoxymethyl)imidazo[2,1-B][1,3,4]thiadiazol-5-yl]methyl]-2H-pyrrol-5-one FC1(C(C1)C=1CN(C(C1)=O)CC1=C(N=C2SC(=NN21)COC)C(F)F)F